(2S,4S,6S)-2-methyl-6-(1-methyltriazol-4-yl)-4-[4-(trifluoromethyl)phenyl]piperidine-4-carbonitrile C[C@@H]1N[C@@H](C[C@](C1)(C#N)C1=CC=C(C=C1)C(F)(F)F)C=1N=NN(C1)C